OCCOCCCN1C(C(=CC2=C1N=C(N=C2)S(=O)(=O)C)N2CCN(C1=C(C=CC=C21)C)C(=O)OC(C)(C)C)=O tertbutyl 4-[8-[3-(2-hydroxyethoxy)propyl]-2-methylsulfonyl-7-oxo-pyrido[2,3-d]pyrimidin-6-yl]-8-methyl-2,3-dihydroquinoxaline-1-carboxylate